Benzyl (3S,5S)-3-((6-(4-amino-3-fluorophenyl)pyrido[3,4-d]pyrimidin-2-yl)amino)-5-fluoropiperidine-1-carboxylate NC1=C(C=C(C=C1)C1=CC2=C(N=C(N=C2)N[C@@H]2CN(C[C@H](C2)F)C(=O)OCC2=CC=CC=C2)C=N1)F